(2-(5-(trifluoromethyl)pyrimidin-2-yl)-5,6-dihydro-[1,2,4]triazolo[1,5-a]pyrazin-7(8H)-yl)prop-2-en-1-one FC(C=1C=NC(=NC1)C1=NN2C(CN(CC2)C(C=C)=O)=N1)(F)F